OC1=NC(=CC(=N1)C)C 2-hydroxy-4,6-dimethyl-pyrimidine